C(CCC)C1N(C(OC12CCN(CC2)C2(CCN(CC2)C(=O)C=2C(=NC=NC2C)C)C)=O)CC2CCOCC2 4-Butyl-8-[1-(4,6-dimethyl-pyrimidine-5-carbonyl)-4-methyl-piperidin-4-yl]-3-(tetrahydro-pyran-4-ylmethyl)-1-oxa-3,8-diaza-spiro[4.5]decan-2-one